N-hydroxy-2-(propane-2-sulfonyl)benzene-1-sulfonamide ONS(=O)(=O)C1=C(C=CC=C1)S(=O)(=O)C(C)C